7-((5-Methyl-6-(piperazin-1-yl)pyridin-3-yl)methyl)-N2-(pentan-2-yl)imidazo[2,1-f][1,2,4]triazin-2,4-diamin CC=1C=C(C=NC1N1CCNCC1)CC1=CN=C2C(=NC(=NN21)NC(C)CCC)N